N-(2-aminoethyl)-4-(azidomethyl)benzamide hydrochloride Cl.NCCNC(C1=CC=C(C=C1)CN=[N+]=[N-])=O